2-chloro-7-methyl-9-(4,4-difluorocyclohexyl)-7,9-dihydro-8H-purin-8-one ClC1=NC=C2N(C(N(C2=N1)C1CCC(CC1)(F)F)=O)C